4-((1R,5S)-3,8-diazabicyclo[3.2.1]octan-3-yl)-7-(8-fluoronaphthalen-1-yl)-2-(((S)-1-methylpyrrolidin-2-yl)methoxy)-5,6,7,8-tetrahydropyrido[3,4-d]pyrimidine [C@H]12CN(C[C@H](CC1)N2)C=2C1=C(N=C(N2)OC[C@H]2N(CCC2)C)CN(CC1)C1=CC=CC2=CC=CC(=C12)F